C(C)C1=[N+](C=CC=C1CCO)CCO 2-ethyl-1,3-bis(2-hydroxyethyl)pyridinium